(E)-5-(p-formylbenzoyloxy)-2-pentenyl-p-formylbenzoate C(=O)C1=CC=C(C(=O)OC=2C(=CC(=C(C(=O)[O-])C2)\C=C\CCC)C=O)C=C1